3-(4-(4,6-dichloro-1,3,5-triazin-2-yl)-piperazin-1-yl)-1-propanesulfonic acid ClC1=NC(=NC(=N1)Cl)N1CCN(CC1)CCCS(=O)(=O)O